COC=1C=C(C=CC1C)NC(=O)C1CCC(CC1)N1C(NC2=CC=C(C(=C2C1)C)OC1CN(C1)C(=O)OCCCC)=O Butyl 3-((3-((1s,4s)-4-((3-Methoxy-4-methylphenyl)carbamoyl)cyclohexyl)-5-methyl-2-oxo-1,2,3,4-tetrahydroquinazolin-6-yl)oxy)azetidine-1-carboxylate